(2S)-4-(3-(1H-pyrazol-4-yl)propylsulfonimidoyl)-2-aminobutanoic acid N1N=CC(=C1)CCCS(=O)(=N)CC[C@@H](C(=O)O)N